ClC=1C(=C(CNC(CN(C(CN2N=C(C3=CC(=CC=C23)NC(=O)N2CC(CCC2)(F)F)C(=O)N)=O)C2CC2)=O)C=CC1)F 1-(2-((2-((3-chloro-2-fluorobenzyl)amino)-2-oxoethyl)(cyclopropyl)amino)-2-oxoethyl)-5-(3,3-difluoropiperidine-1-carboxamido)-1H-indazole-3-carboxamide